ClC=1C=CC(=C(C1)O)C=1C=2N(C(=NN1)SC)C=CC2 5-chloro-2-(4-(methylthio)pyrrolo[1,2-d][1,2,4]triazin-1-yl)phenol